[N+](=O)([O-])C1=CC2=C(SC(=C2)C=C)C=C1 5-nitro-2-vinylbenzo[b]thiophene